CC1=C(C(=O)O[C@H](C1)[C@@H](C)[C@H]2CC[C@@H]3[C@@]2(CC[C@H]4[C@H]3C[C@@H]5[C@]6([C@@]4(C(=O)CC[C@@H]6O)C)O5)C)CO The molecule is a withanolide that is the 2,3-dihydro derivative of withaferin A. It has been isolated from the aerial parts of Physalis longifolia. It has a role as a plant metabolite. It is a delta-lactone, a 27-hydroxy steroid, a 4-hydroxy steroid, an ergostanoid, a primary alcohol, a secondary alcohol, a withanolide and an epoxy steroid. It derives from a withaferin A.